C(CCCCCCCCCCCCCCCCCCC)O eicosanyl alcohol